FC(C1=NC(=NC(=N1)C(F)(F)F)N1[C@H](C=2NC3=CC=C(C=C3C2CC1)Cl)C[C@@H](CO)O)(F)F (S)-3-((S)-2-(4,6-bis(trifluoromethyl)-1,3,5-triazin-2-yl)-6-chloro-2,3,4,9-tetrahydro-1H-pyrido[3,4-b]indol-1-yl)propane-1,2-diol